tert-butyl methyl(6-(methylsulfonyl)-2,3-dihydrobenzofuran-3-yl)carbamate CN(C(OC(C)(C)C)=O)C1COC2=C1C=CC(=C2)S(=O)(=O)C